[NH4+].S(=O)(=O)([O-])[O-].[NH4+] ammonium sulfate, ammonium salt